N1C(=NC2=C1C=CC=C2)NC(C(=O)NC)(C)C2=CC(=CC=C2)C(F)(F)F (-)-2-[(1H-1,3-benzodiazol-2-yl)amino]-N-methyl-2-[3-(trifluoromethyl)phenyl]propanamide